C1(CC1)COC1=C(C=C(C=C1)S(=O)(=O)CC)C1=CN(C(C2=C1OCCN2)=O)C 8-[2-(cyclopropylmethoxy)-5-ethyl-sulfonylphenyl]-6-methyl-3,4-dihydro-2H-pyrido[4,3-b][1,4]oxazin-5-one